ClC1=CC(=C(N=N1)C(=O)[O-])N1CCN(CC1)[C@@H]1CC[C@@H](CC1)N1C=CC2=C(C=CC=C12)F.[Na+] Sodium 6-chloro-4-{4-[cis-4-(4-fluoro-1H-indol-1-yl)cyclohexyl]piperazin-1-yl}pyridazine-3-carboxylate